O=C1NC(CCC1N1C(N(C2=C1C=CC(=C2)C2CCN(CC2)C2CC1(C2)CCN(CC1)C(=O)OC(C)(C)C)C)=O)=O tert-butyl 2-(4-(1-(2,6-dioxopiperidin-3-yl)-3-methyl-2-oxo-2,3-dihydro-1H-benzo[d]imidazol-5-yl)piperidin-1-yl)-7-azaspiro[3.5]nonane-7-carboxylate